Azetidin-3-yl (R)-4-(azetidin-1-yl)-2,5-dimethyl-5,7-dihydro-6H-pyrrolo[3,4-d]pyrimidine-6-carboxylate bis-trifluoroacetate FC(C(=O)O)(F)F.FC(C(=O)O)(F)F.N1(CCC1)C=1C2=C(N=C(N1)C)CN([C@@H]2C)C(=O)OC2CNC2